tert-Butyl 5-hydroxy-5,6,9,10-tetrahydro-4H-isoxazolo[3,4-c]pyrido[4',3':3,4]pyrazolo[1,5-a]azepine-11(12H)-carboxylate OC1CC=2C(C=3N(C1)N=C1C3CN(CC1)C(=O)OC(C)(C)C)=NOC2